FC=1C=C(CSC=2N(C(C=3C(N2)=NN(C3)C)=O)C3=C(C=CC=C3)C)C=CC1 6-((3-fluorobenzyl)thio)-2-methyl-5-(o-tolyl)-2H-pyrazolo[3,4-d]pyrimidin-4(5H)-one